2-(4-Methoxyphenyl)-7-(methylsulfanyl)[1,2,4]triazolo[1,5-c]quinazolin-5(6H)-one COC1=CC=C(C=C1)C1=NN2C(NC=3C(=CC=CC3C2=N1)SC)=O